C(CCCCC(C)C)OC(C=C)=O.NC1=C(C(=NC=N1)N[C@H]1C[C@H](CC1)NC(C=C)=O)C1=CC=C(C=C1)OC1=CC=CC=C1 N-(cis-3-((6-Amino-5-(4-phenoxyphenyl)pyrimidin-4-yl)amino)cyclopentyl)acrylamid Iso-octyl-acrylate